Cl.ClCC=1N=NN(C1C(F)F)C 4-(chloromethyl)-5-(difluoromethyl)-1-methyl-triazole hydrochloride